bis(2,5-dioxopyrrolidine-1-yl) (3,6,9,12,15,18,21,24,27,30,33-undecaoxapentatriacontane-1,35-diyl) biscarbonate C(ON1C(CCC1=O)=O)(OCCOCCOCCOCCOCCOCCOCCOCCOCCOCCOCCOCCOC(ON1C(CCC1=O)=O)=O)=O